1-[3-chloro-5-(4,4-difluoropiperidin-1-yl)-2-fluorophenyl]-3-[(1-ethyl-1H-pyrazol-4-yl)methyl]-4-methyl-1,3-dihydro-2H-imidazol-2-one ClC=1C(=C(C=C(C1)N1CCC(CC1)(F)F)N1C(N(C(=C1)C)CC=1C=NN(C1)CC)=O)F